azobis(4-cyanopentan-1-ol) N(=NC(CCC(C)C#N)O)C(CCC(C)C#N)O